1-(5-fluoro-2-nitrophenyl)-1H-pyrazole FC=1C=CC(=C(C1)N1N=CC=C1)[N+](=O)[O-]